(R)-1-(tert-butoxy-carbonyl)pyrrolidine-3-carboxylic acid C(C)(C)(C)OC(=O)N1C[C@@H](CC1)C(=O)O